2-[4-isopropyl-2-methyl-5-(trifluoromethyl)phenyl]-4-oxo-1H-1,6-naphthyridine-5-carboxamide C(C)(C)C1=CC(=C(C=C1C(F)(F)F)C=1NC=2C=CN=C(C2C(C1)=O)C(=O)N)C